C(C)OC(=O)[C@H]1CN(CCC1)C=1C=C(OC(C(=O)N2CCN(CC2)C(=O)OC(C)(C)C)(C)C)C=C(C1)F tert-butyl (R)-4-(2-(3-(3-(ethoxycarbonyl)piperidin-1-yl)-5-fluorophenoxy)-2-methylpropanoyl)piperazine-1-carboxylate